(rac)-[6-amino-5-(1-phenylpropoxy)pyridin-3-yl]boronic acid NC1=C(C=C(C=N1)B(O)O)O[C@H](CC)C1=CC=CC=C1 |r|